5-chloro-4-(piperazin-1-yl)-N-(quinoxalin-6-ylmethyl)pyridin-3-amine ClC=1C(=C(C=NC1)NCC=1C=C2N=CC=NC2=CC1)N1CCNCC1